4-bromo-6,8-difluoro-1-pivaloyl-3,4-dihydrobenzo[cd]indol-5(1H)-one BrC1C(C=2C=3C(=CN(C3C(=CC2F)F)C(C(C)(C)C)=O)C1)=O